FC(C=1C=C(C=C(C1)C(F)(F)F)NC(=O)C1=C(C=CC(=C1)Cl)C1OC=CCC1)(F)F 2-{[3,5-bis(trifluoromethyl)phenyl]Carbamoyl}-4-chlorophenyl-dihydropyran